7-[[1-(2,6-dioxo-3-piperidinyl)-3-methyl-2-oxo-benzimidazol-4-yl]amino]heptanoic acid O=C1NC(CCC1N1C(N(C2=C1C=CC=C2NCCCCCCC(=O)O)C)=O)=O